2,4-Xylenol C=1(C(=CC(=CC1)C)C)O